C12CN(CC(N1)C2)C=2OC1=C(N2)C(=CC=C1C=1SC=CN1)C(F)(F)F 2-(3,6-diazabicyclo[3.1.1]heptan-3-yl)-7-(thiazol-2-yl)-4-(trifluoromethyl)benzo[d]oxazole